(R)-N-(2-(4-cyanothiazolidin-3-yl)-2-oxoethyl)-6-(4-hydroxy-4-isopropylpiperidin-1-yl)quinoline-4-carboxamide C(#N)[C@H]1N(CSC1)C(CNC(=O)C1=CC=NC2=CC=C(C=C12)N1CCC(CC1)(C(C)C)O)=O